(S)-1-amino-1'-(6-amino-5-((2-amino-3-chloropyridin-4-yl)thio)pyrazin-2-yl)-5-fluoro-1,3-dihydrospiro[indene-2,4'-piperidine]-6-carbonitrile N[C@@H]1C2=CC(=C(C=C2CC12CCN(CC2)C2=NC(=C(N=C2)SC2=C(C(=NC=C2)N)Cl)N)F)C#N